C(C=C)(=O)N[C@H]1CN(CCC1)CC1=CC(=NC=C1)C(=O)NC1=CC=C(C=C1)C1=CC2=C(N=CN=C2C2CCOCC2)N1 (R)-4-((3-acrylamidopiperidin-1-yl)methyl)-N-(4-(4-(tetrahydro-2H-pyran-4-yl)-7H-pyrrolo[2,3-d]pyrimidin-6-yl)phenyl)picolinamide